N-(1-(7-(3-acetyl-8-ethynyl-7-fluoronaphthalen-1-yl)-8-fluoro-2-(((2S,4R)-4-fluoro-1,2-dimethylpyrrolidin-2-yl)methoxy)pyrido[4,3-d]pyrimidin-4-yl)azepan-3-yl)acrylamide C(C)(=O)C=1C=C(C2=C(C(=CC=C2C1)F)C#C)C1=C(C=2N=C(N=C(C2C=N1)N1CC(CCCC1)NC(C=C)=O)OC[C@]1(N(C[C@@H](C1)F)C)C)F